6-{[(1S,2S)-2-hydroxycyclohexyl]amino}imidazo[1,2-b]pyridazin-3-carbonitril O[C@@H]1[C@H](CCCC1)NC=1C=CC=2N(N1)C(=CN2)C#N